ClC=1C=C(C(=NC1)OC)S(=O)(=O)NC1=C(C(=C(C=C1)F)C=1C=C2C=NC(=NC2=CC1)NC1CCC(CC1)N(C)C)F 5-chloro-N-(3-(2-(((1r,4r)-4-(dimethylamino)cyclohexyl)amino)quinazolin-6-yl)-2,4-difluorophenyl)-2-methoxypyridine-3-sulfonamide